C(CCCCCCCCC)[C@]1(O)[C@H](O)[C@@H](O)[C@H](O)[C@H](O1)C(=O)O 1-decyl-β-D-glucuronic acid